1,3-benzodioxole-5-carbaldehyde O1COC2=C1C=CC(=C2)C=O